BrC=1C=C(C=CC1)SC(C(=O)OC)[C@@H]1CN(CC1)C(=O)OC(C)(C)C tert-Butyl (3S)-3-[1-(3-bromophenyl)sulfanyl-2-methoxy-2-oxo-ethyl]pyrrolidine-1-carboxylate